6-(3-cyclopropyl-1H-pyrazol-4-yl)-1-(tetrahydro-2H-pyran-2-yl)-1H-pyrazolo[3,4-b]pyridine C1(CC1)C1=NNC=C1C1=CC=C2C(=N1)N(N=C2)C2OCCCC2